[Na+].[PH2](=O)[O-].[Al+3].[PH2](=O)[O-].[PH2](=O)[O-].[PH2](=O)[O-] aluminum hypophosphite sodium